C(C)(C)(C)OC(=O)N1N=CC2=NC(=CC=C21)C(F)(F)F 5-(trifluoromethyl)-1H-pyrazolo[4,3-b]Pyridine-1-carboxylic acid tert-butyl ester